4-(7-phenyl-4-(pyridin-2-yloxy)-6,7-dihydro-5H-pyrrolo[2,3-d]pyrimidin-2-yl)morpholine C1(=CC=CC=C1)N1CCC2=C1N=C(N=C2OC2=NC=CC=C2)N2CCOCC2